N,N-di-[3-(p-toluenesulfonyloxy)phenyl]urea CC1=CC=C(C=C1)S(=O)(=O)OC=1C=C(C=CC1)N(C(=O)N)C1=CC(=CC=C1)OS(=O)(=O)C1=CC=C(C)C=C1